C(CCCCCCCCCCCCCCCCC)(=O)[O-].[Mg+2].C(C)S(=O)(=O)C=1C(=NC=CC1)C=1OC2=C(N1)C=C(C=C2)SC(F)(F)F.C(CCCCCCCCCCCCCCCCC)(=O)[O-] 2-(3-ethylsulfonylpyridin-2-yl)-5-(trifluoromethylsulfanyl)benzoxazole Magnesium Stearate